CC=1N=C(SC1C(=O)N)C1=CC=CC=C1 4-methyl-2-phenyl-thiazole-5-carboxamide